NC=1C=C(C=C2C=C(N=NC12)NC(=O)[C@@H]1[C@@H](C1)F)C=1C=NC=CC1OC (1R,2R)-N-(8-Amino-6-(4-methoxypyridin-3-yl)cinnolin-3-yl)-2-fluorocyclopropanecarboxamide